COC(=O)C=1[C@@H](C2=C(NC1C)COC2=O)C=2C=NC=C(C2CC)F (S)-4-(4-ethyl-5-fluoropyridin-3-yl)-2-methyl-5-oxo-1,4,5,7-tetrahydrofurano[3,4-b]pyridine-3-carboxylic acid methyl ester